C1(CCCCCC1)[C@@H](C(=O)NC1=CC=C(C=C1)C=1C(=[N+](C=CC1C)[O-])C)NC(=O)C1=CC=C2N1CCNC2 (S)-3-(4-(2-cycloheptyl-2-(1,2,3,4-tetrahydropyrrolo[1,2-a]pyrazine-6-carboxamido)acetamido)phenyl)-2,4-dimethylpyridine 1-oxide